N\C(\C1=CC(=CC=C1)C(N)=O)=N/OC(CC1=CC=C(C(=O)OC)C=C1)=O methyl (Z)-4-(2-(((amino(3-carbamoylphenyl)methylene)amino)oxy)-2-oxoethyl)benzoate